O1C(NC2=C1C=CC(=C2)C2(NC(=NC=C2C)NC=2C=C(C(=NC2)N2[C@@H]1CN([C@H](C2)C1)C)C(F)(F)F)N)=O 4-(benzo[d]oxazolin-2(3H)-on-5-yl)-5-methyl-N2-[2-((1S,4S)-5-methyl-2,5-diazabicyclo[2.2.1]hept-2-yl)-3-trifluoromethylpyridin-5-yl]-2,4-pyrimidinediamine